C(C1=CC=CC=C1)N1N=CC2=CC(=CC=C12)C=1OC2=C(C=C(C=C2C(C1C)=O)C)[C@@H](C)NC1=C(C(=O)O)C=CC=C1 2-[[(1R)-1-[2-(1-Benzylindazol-5-yl)-3,6-dimethyl-4-oxo-chromen-8-yl]ethyl]amino]benzoic acid